OC1CCC(C2CCCCC12)=O trans-octahydro-4-hydroxy-1(2H)-naphthalenone